2-[2-(methoxymethoxy)-4-(5-methylfuran-2-yl)phenyl]-4,4,5,5-tetramethyl-1,3,2-dioxaborolane COCOC1=C(C=CC(=C1)C=1OC(=CC1)C)B1OC(C(O1)(C)C)(C)C